OC(C(=O)O)CCCCCCCCCCC(=O)O hydroxytridecanedioic acid